(R)-N-(5-(4-(5-chloro-4-fluoro-2-(2-hydroxypropan-2-yl)phenylamino)pyrimidin-2-ylamino)-2-(7-(dimethylamino)-5-azaspiro[2.4]hept-5-yl)-4-methoxyphenyl)acrylamide formate salt C(=O)O.ClC=1C(=CC(=C(C1)NC1=NC(=NC=C1)NC=1C(=CC(=C(C1)NC(C=C)=O)N1CC2(CC2)[C@H](C1)N(C)C)OC)C(C)(C)O)F